CC1(C(NC2=CC=CC=C12)C(=O)O)C(=O)O 3-methylindoline-2,3-dicarboxylic acid